O=S1(CCC(CC1)N1CC(C(CC1)N)F)=O 1-(1,1-dioxothian-4-yl)-3-fluoro-piperidin-4-amine